FC1=C(C=CC=C1)C1=CN(C=2N=CN=C(C21)N2CCNCC2)C=2C=C(C#N)C=CN2 2-(5-(2-Fluorophenyl)-4-(piperazin-1-yl)-7H-pyrrolo[2,3-d]pyrimidin-7-yl)isonicotinonitrile